C(CCCCCCC)C1=NOC(=N1)CC(C(=O)OCCCC)=C butyl 2-((3-octyl-1,2,4-oxadiazol-5-yl)methyl)acrylate